O1CCCC2=CC3=C(C=C12)SC(=C3)C(=O)[O-] dihydro-2H-thieno[3,2-g]chromene-7-carboxylate